5-(2-furoyl)amino-3-(1,2,3,4,5,8-hexahydroindolizin-7-yl)-1H-indole O1C(=CC=C1)C(=O)NC=1C=C2C(=CNC2=CC1)C1=CCN2CCCC2C1